ClC1=C(C=CC(=C1)C(F)(F)F)NC(=S)N[C@@H](C)C=1N(N=CN1)C1=NC=CC=N1 1-[2-chloro-4-(trifluoromethyl)phenyl]-3-[(1S)-1-(2-pyrimidin-2-yl-1,2,4-triazol-3-yl)ethyl]thiourea